6-[(2,6-dimethylpyridin-4-yl)amino]-1-[6-(piperidin-4-yloxy)pyridin-2-yl]-2-(prop-2-en-1-yl)-1H,2H,3H-pyrazolo[3,4-d]pyrimidin-3-one CC1=NC(=CC(=C1)NC1=NC=C2C(=N1)N(N(C2=O)CC=C)C2=NC(=CC=C2)OC2CCNCC2)C